C(C)(C)(C)OC(=O)N1CCN(CC1)C(=O)C=1C(=NC(=C(C1)C#N)OCC1=C(C=CC(=C1)C(F)(F)F)F)C(F)(F)F 4-[5-cyano-6-[[2-fluoro-5-(trifluoromethyl)phenyl]methoxy]-2-(trifluoromethyl)pyridine-3-carbonyl]piperazine-1-carboxylic acid tert-butyl ester